4,5-dimethoxy-3,3-dimethyl-1H,2H,3H-benzo[g]indol-2-one COC1=C2C(C(NC2=C2C(=C1OC)C=CC=C2)=O)(C)C